(R)-benzyl (3-((tert-butyldimethylsilyl)oxy)-1-(3-chlorophenyl)-1-oxopropan-2-yl)carbamate [Si](C)(C)(C(C)(C)C)OC[C@H](C(=O)C1=CC(=CC=C1)Cl)NC(OCC1=CC=CC=C1)=O